ClC1=C(C#N)C=C(C(=C1)Cl)OCCCN(CC#C)C 2,4-Dichloro-5-(3-(methyl(prop-2-yn-1-yl)amino)propoxy)benzonitrile